C(\C=C/C(=O)O)(=O)O.ClC=1C=CC2=C(N(C3=C(CC2)C=CC=C3)CCCCNC/C=C/C(=O)OCCOCCOC)C1 2-(2-methoxy-ethoxy)-ethyl (E)-4-[4-(3-chloro-10,11-dihydro-dibenzo[b,f]azepin-5-yl)butylamino]but-2-enoate maleate